N1CCC(C12COCC2)C2=CC=1C(=NC=CC1NC=1C(=CC3=C(N=CS3)C1F)F)S2 N-(2-(7-oxa-1-azaspiro[4.4]nonan-4-yl)thieno[2,3-b]pyridin-4-yl)-4,6-difluorobenzo[d]thiazol-5-amine